C(C1=CC=CC=C1)N1N=C(C=CC1=O)C1=NC(=NO1)C=1C=NC=CC1 2-benzyl-6-(3-(pyridin-3-yl)-1,2,4-oxadiazol-5-yl)pyridazin-3(2H)-one